6-methyl-1,4-diazacycloheptane CC1CNCCNC1